(5-ethoxy-4-iodo-2-methyl-pyrazol-3-yl)methanol C(C)OC=1C(=C(N(N1)C)CO)I